CN(C1CCC2=CC(=CC=C12)N1C(=CC2=C1N=C(N=C2)N[C@H]2[C@@H](COCC2)O)C(=O)N(C)C)C 7-(1-(dimethylamino)-2,3-dihydro-1H-inden-5-yl)-2-(((3S,4R)-3-hydroxytetrahydro-2H-pyran-4-yl)amino)-N,N-dimethyl-7H-pyrrolo[2,3-d]pyrimidine-6-carboxamide